N1(CCCCC1)C1=CC=C(O[C@H]2[C@H](CCCC2)NS(=O)(=O)C(C)C)C=C1 N-[(1S,2R)-2-(4-piperidin-1-ylphenoxy)cyclohexyl]propane-2-sulfonamide